1-(3-(((4,4-bis(octyloxy)butanoyl)oxy)methyl)-5-(((4-(((2-(pyrrolidin-1-yl)ethyl)carbamoyl)oxy)decanoyl)oxy)methyl)benzyl) 8-(2-hexyldecyl) octanedioate C(CCCCCCC(=O)OCC(CCCCCCCC)CCCCCC)(=O)OCC1=CC(=CC(=C1)COC(CCC(CCCCCC)OC(NCCN1CCCC1)=O)=O)COC(CCC(OCCCCCCCC)OCCCCCCCC)=O